4-methyl-N-(3-(4-morpholino-6-(pyridin-3-yl)thieno[3,2-d]pyrimidin-2-yl)phenyl)oxazole-5-carboxamide CC=1N=COC1C(=O)NC1=CC(=CC=C1)C=1N=C(C2=C(N1)C=C(S2)C=2C=NC=CC2)N2CCOCC2